2-{3-[(3R,5S)-3,5-dimethylpiperazin-1-yl]-1,2,4-triazin-6-yl}-5-[2-(trifluoromethyl)imidazo[1,2-b]pyridazin-6-yl]phenol dihydrochloride Cl.Cl.C[C@@H]1CN(C[C@@H](N1)C)C=1N=NC(=CN1)C1=C(C=C(C=C1)C=1C=CC=2N(N1)C=C(N2)C(F)(F)F)O